(R)-N-(1-(3,5-bis(1-methyl-1H-pyrazol-4-yl)phenyl)ethyl)-3-methyl-6-(1-methyl-1H-pyrazol-4-yl)picolinamide CN1N=CC(=C1)C=1C=C(C=C(C1)C=1C=NN(C1)C)[C@@H](C)NC(C1=NC(=CC=C1C)C=1C=NN(C1)C)=O